[(2S,3S,4E,6S,7S,10S)-7,10-dihydroxy-3,7-dimethyl-2-[(2E,4E)-7-methyl-6-pyridin-2-ylocta-2,4-dien-2-yl]-12-oxo-1-oxacyclododec-4-en-6-yl] acetate C(C)(=O)O[C@H]1/C=C/[C@@H]([C@H](OC(C[C@H](CC[C@]1(C)O)O)=O)\C(\C)=C\C=C\C(C(C)C)C1=NC=CC=C1)C